(S)-3-hydroxy-pyrrolidin-2-one O[C@@H]1C(NCC1)=O